1-(3-(6-((3,5-Difluoropyridin-2-yl)amino)-4-methyl-1H-pyrazolo[3,4-d]pyrimidin-3-yl)-4-methylphenyl)-3-(prop-1-en-2-yl)pyridin-2(1H)-one FC=1C(=NC=C(C1)F)NC1=NC(=C2C(=N1)NN=C2C=2C=C(C=CC2C)N2C(C(=CC=C2)C(=C)C)=O)C